Methyl 3-((2-chloro-6-(methylamino)-9H-purin-9-yl)methyl)benzoate ClC1=NC(=C2N=CN(C2=N1)CC=1C=C(C(=O)OC)C=CC1)NC